N1(CCCC1)CCCOC1C[C@H](NC1)C(=O)OCCCCC(=O)OC(CCCCCCCC)CCCCCCCC [5-(1-octylnonoxy)-5-oxo-pentyl] (2S)-4-(3-pyrrolidin-1-ylpropoxy)pyrrolidine-2-carboxylate